(14S,17R)-8-bromo-12,12-dimethyl-17-(pyridin-2-yl)-2λ6-thia-3,9,11,18,23-pentaazatetracyclo[17.3.1.111,14.05,10]tetracosa-1(22),5,7,9,19(23),20-hexaene-2,2,4-trione BrC1=CC=C2C(NS(C3=CC=CC(N[C@H](CC[C@H]4CC(N(C2=N1)C4)(C)C)C4=NC=CC=C4)=N3)(=O)=O)=O